12-Hydroxy-hexacosa-14,17-dienoic acid OC(CCCCCCCCCCC(=O)O)CC=CCC=CCCCCCCCC